C(C)OC1=CC=C(C=C1)NCC(CC1=CNC(O1)=O)O 5-[3-(4-ethoxyphenylamino)-2-hydroxypropyl]-1,3-oxazol-2(3H)-one